2,3-bis(4-trifluoromethoxyphenyl)glutaric acid FC(OC1=CC=C(C=C1)C(C(=O)O)C(CC(=O)O)C1=CC=C(C=C1)OC(F)(F)F)(F)F